C1=CC(=CC=2OC3=C(C21)C=C2C=CC=CC2=C3)B(O)O benzo[b]naphtho[2,3-d]furan-3-yl-boronic acid